benzo[d]imidazol-3-ium iodide [I-].N1C=[NH+]C2=C1C=CC=C2